P(OC1=C(C=CC=C1)C(C1=C(C=C(C=C1C)C)C)=O)[O-] 2,4,6-trimethylbenzoylphenyl phosphonite